CC=1C=C2C(C(NC2=CC1)=O)=NN=C1SCC(N1C1=CC=C(C=C1)CCCC)=O 5-methyl-3-(2-(3-(4-n-butylphenyl)-4-oxothiazolidin-2-ylidene)hydrazono)-1H-indol-2-one